butoxycitronellal C(CCC)OC\C(\C)=C/CCC(C)CC=O